[Si](C)(C)(C(C)(C)C)OC1CN(C1)S(=O)(=O)C=1C=C(C(=O)NCC2=NC=C3C=CC(=NC3=C2)C2=NC(=CC(=C2)F)N2CCNC3(CC3)C2)C=CC1C 3-((3-((tert-butyldimethylsilyl)oxy)azetidin-1-yl)sulfonyl)-N-((2-(4-fluoro-6-(4,7-diazaspiro[2.5]octan-7-yl)pyridin-2-yl)-1,6-naphthyridin-7-yl)methyl)-4-methylbenzamide